CC1=CN=C2N1C1=C(C(=N2)N[C@H](C)C2=C(C(=CC=C2)C(F)(F)F)C)CN(C1)C(=O)C1(CC1)C (R)-(8-Methyl-4-((1-(2-methyl-3-(trifluoromethyl)phenyl)ethyl)amino)-1,3-dihydro-2H-imidazo[1,2-a]pyrrolo[3,4-e]pyrimidin-2-yl)(1-methylcyclopropyl)methanone